C(CCCCCCCCCCCCCCCCC)N1C(=C(C(C2=C(C=C(C=C12)OC(=O)C(C)(C)C)OC(=O)C(C)(C)C)=O)OC(=O)C(C)(C)C)C1=CC(=C(C=C1)OC(=O)C(C)(C)C)OC(=O)C(C)(C)C N-octadecyl-2-(3,4-di-t-butylcarbonyloxy-phenyl)-3,5,7-tri-t-butylcarbonyloxy-quinolin-4-one